(2R,3S,4S)-4-hydroxy-2-[(4-methoxyphenyl)methyl]pyrrolidin-3-yl N-[5-(imidazol-1-yl)pentyl]carbamate N1(C=NC=C1)CCCCCNC(O[C@H]1[C@H](NC[C@@H]1O)CC1=CC=C(C=C1)OC)=O